propan-2-yl 1-{[(benzyloxy) carbonyl]amino}-3-oxocyclobutane-1-carboxylate C(C1=CC=CC=C1)OC(=O)NC1(CC(C1)=O)C(=O)OC(C)C